C1C(C1)C(=O)NC1=NC=CC(=C1)OC1=C(C=C(C=C1)NC(=O)C=1N=CN(C1C(F)(F)F)C1=CC=CC=C1)F N-(4-((2-cyclopropanecarboxamido)pyridine-4-yl)oxy-3-fluorophenyl)-1-phenyl-5-(trifluoromethyl)-1H-imidazole-4-carboxamide